COC1=CC=C(CN(C2=CC(=CC(=N2)C2=C(C=C3C(=NC(=NC3=C2F)F)N2[C@H](CN(CC2)C(=O)OC(C)(C)C)C)SC(F)(F)F)C)CC2=CC=C(C=C2)OC)C=C1 tert-butyl (S)-4-(7-(6-(bis(4-methoxybenzyl)amino)-4-methylpyridin-2-yl)-2,8-difluoro-6-((trifluoromethyl)thio)quinazolin-4-yl)-3-methylpiperazine-1-carboxylate